methyl 2-(3-hydroxy-1,2-oxazol-5-yl)-3-methylbutanoate OC1=NOC(=C1)C(C(=O)OC)C(C)C